Racemic-dimethylsilylbis[2-methyl-4-(3-tert-butylphenyl)-indenyl]hafnium dichloride [Cl-].[Cl-].C[SiH](C)[Hf+2](C1C(=CC2=C(C=CC=C12)C1=CC(=CC=C1)C(C)(C)C)C)C1C(=CC2=C(C=CC=C12)C1=CC(=CC=C1)C(C)(C)C)C